(S)-2-(6-((2-(2-(4-(4-chlorophenyl)-2,3,9-trimethyl-6H-thieno[3,2-f][1,2,4]triazolo[4,3-a][1,4]diazepin-6-yl)acetamido)ethyl)amino)hexanamido)-N-(4,5-dimethylthiazol-2-yl)benzamide ClC1=CC=C(C=C1)C1=N[C@H](C=2N(C3=C1C(=C(S3)C)C)C(=NN2)C)CC(=O)NCCNCCCCCC(=O)NC2=C(C(=O)NC=3SC(=C(N3)C)C)C=CC=C2